ClC1=CC=C(C=C1)C1=C(C(=NC(=C1C(=O)OC)C)C)C(=O)OC dimethyl 4-(4-chlorophenyl)-2,6-dimethylpyridine-3,5-dicarboxylate